N-(6-methyl-4-((3-(4'-(trifluoromethoxy)-[1,1'-biphenyl]-4-yl)propyl)amino)thieno[2,3-d]pyrimidin-2-yl)acetamide CC1=CC2=C(N=C(N=C2NCCCC2=CC=C(C=C2)C2=CC=C(C=C2)OC(F)(F)F)NC(C)=O)S1